1-(2,4-difluorophenyl)-6-[3-(oxetan-3-yl)-3,6-diazabicyclo[3.1.1]heptan-6-yl]pyrazolo[3,4-d]pyrimidin-4-ol FC1=C(C=CC(=C1)F)N1N=CC=2C1=NC(=NC2O)N2C1CN(CC2C1)C1COC1